C1(CCCC1)C(=O)N1CCNCC1 cyclopentyl-(piperazin-1-yl)methanone